methyl 2-[2-[(tert-butoxycarbonylamino)methyl]-5-fluoro-phenyl]-2,2-dideuterio-acetate C(C)(C)(C)OC(=O)NCC1=C(C=C(C=C1)F)C(C(=O)OC)([2H])[2H]